N-(1H-indol-3-yl)-4-(trifluoromethyl)benzene-1-sulfonoimidamide N1C=C(C2=CC=CC=C12)NS(=O)(=N)C1=CC=C(C=C1)C(F)(F)F